2,4,8,10-Tetra-tert.-butyl-6-((3,3',5,5'-tetra-tert.-butyl-2'-(((4S,5R)-4,5-diphenyl-1,3,2-dioxaphospholan-2-yl)oxy)-[1,1'-biphenyl]-2-yl)oxy)dibenzo[d,f][1,3,2]dioxaphosphepin C(C)(C)(C)C1=CC2=C(OP(OC3=C2C=C(C=C3C(C)(C)C)C(C)(C)C)OC3=C(C=C(C=C3C(C)(C)C)C(C)(C)C)C3=C(C(=CC(=C3)C(C)(C)C)C(C)(C)C)OP3O[C@@H]([C@@H](O3)C3=CC=CC=C3)C3=CC=CC=C3)C(=C1)C(C)(C)C